[Fe].[Ni].[Mn].[Mo].[Cu].[Pt] platinum copper molybdenum manganese nickel iron